5-methyl-N4-(1-methylcyclopropyl)-N2-(4-(4-methylpiperazin-1-yl)phenyl)thieno[2,3-d]pyrimidine-2,4-diamine CC1=CSC=2N=C(N=C(C21)NC2(CC2)C)NC2=CC=C(C=C2)N2CCN(CC2)C